P(O)(=O)(OP(=O)(O)O)OC[C@@H]1[C@H]([C@H]([C@@H](O1)N1C=NC=2C(=O)NC(N)=NC12)O)O.N1C(N)=NC=2N=CNC2C1=S thioguanine guanosine-5'-diphosphate